fluorospiro[cyclopropane-1,2'-indene]-1'(3'H)-one FC1C2(C(C3=CC=CC=C13)=O)CC2